NCC1=CC(=CC2=CC=CC=C12)C(=O)C1CN(CCC1)CC1CC1 [4-(aminomethyl)-2-naphthyl]-[1-(cyclopropylmethyl)-3-piperidinyl]methanone